[Si](OC=C)(OCCC#N)(OCCC#N)OCCC#N Vinyl tri(2-cyanoethyl) silicate